C(C)(C)(C)OC(=O)N1CCC(CC1)(CNC(=O)OC)O[Si](C)(C)C(C)(C)C 4-((tert-Butyldimethylsilyl)oxy)-4-(((methoxycarbonyl)amino)methyl)piperidine-1-carboxylic acid tert-butyl ester